C(C)(=O)C1=C(C2=C(N=C(N=C2)NC2=NC=C(C=C2)C2CCN(CC2)CC2=CC=C(C=C2)CCl)N(C1=O)C1CCCC1)C 6-acetyl-2-((5-(1-(4-(chloromethyl)benzyl)piperidin-4-yl)pyridin-2-yl)amino)-8-cyclopentyl-5-methylpyrido[2,3-d]pyrimidin-7(8H)-one